C1C[C@@H]2C[C@H]1C[C@H]2N exo-2-aminonorbornane